S1C=NC(=C1)NS(=O)(=O)N1N=CC2=CC=CC=C12 N-(thiazol-4-yl)-1H-indazole-1-sulfonamide